CN1N=CC2=C1N(CCC2NCC=2C(=NC(=NC2)SC)NC)C(=O)OC(C)(C)C tert-butyl 1-methyl-4-[[4-(methylamino)-2-methylsulfanyl-pyrimidin-5-yl] methylamino]-5,6-dihydro-4H-pyrazolo[3,4-b]pyridine-7-carboxylate